FC=1C=C2C(=NNC2=CC1F)C1=CC=C(C=N1)C(C)(C)O 2-[6-(5,6-difluoro-1H-indazol-3-yl)pyridin-3-yl]propan-2-ol